CC1=C(C=C(C=C1)B1OC(C(O1)(C)C)(C)C)C(C)O 1-[2-methyl-5-(4,4,5,5-tetramethyl-1,3,2-dioxaborolan-2-yl)phenyl]ethan-1-ol